2-methyl-2,4-pentanediol butyl-((3'-fluoro-5-isobutyl-4'-((2-methyl-1H-imidazol-1-yl)methyl)-[1,1'-biphenyl]-2-yl)sulfonyl)carbamate C(CCC)N(C(O)=O)S(=O)(=O)C1=C(C=C(C=C1)CC(C)C)C1=CC(=C(C=C1)CN1C(=NC=C1)C)F.CC(C)(CC(C)O)O